ethyl 3-(5-(4'-carbamoyl-2'-hydroxy-[1,1'-biphenyl]-4-yl)-6-chloro-1H-indazol-3-yl)propanoate C(N)(=O)C1=CC(=C(C=C1)C1=CC=C(C=C1)C=1C=C2C(=NNC2=CC1Cl)CCC(=O)OCC)O